2-Methyl-5-(4-methylpiperazin-1-yl)-N-[(1R)-1-[5-(1-methylpyrazol-4-yl)-3-pyridyl]ethyl]benzamide CC1=C(C(=O)N[C@H](C)C=2C=NC=C(C2)C=2C=NN(C2)C)C=C(C=C1)N1CCN(CC1)C